C(C1=CC=CC=C1)NC=1C=CC2=C(NC(=N2)C2=CC(=CC=C2)NC2=CC=C(C=C2)C=2N=NC=CC2)C1 N-benzyl-2-(3-((4-(pyridazin-3-yl)phenyl)amino)phenyl)-1H-benzo[d]imidazol-6-amine